5-bromo-6-chloro-3-iodo-1H-indazole BrC=1C=C2C(=NNC2=CC1Cl)I